Cl.NC1=NN2C(C=C(C=C2)C=2C(=C(C(=O)O)C(=CC2)Cl)F)=N1 3-(2-amino-[1,2,4]triazolo[1,5-a]pyridin-7-yl)-6-chloro-2-fluorobenzoic acid hydrochloride